tert-butyl 4-(((3R,4R)-1-(tert-butoxycarbonyl)-3-(1-methyl-1H-pyrazol-4-yl)piperidin-4-yl)methyl)-5,7-dimethyl-1H-indole-1-carboxylate C(C)(C)(C)OC(=O)N1C[C@H]([C@@H](CC1)CC1=C2C=CN(C2=C(C=C1C)C)C(=O)OC(C)(C)C)C=1C=NN(C1)C